3-(4-((4-(3,5-dimethylisoxazol-4-yl)-2-nitrophenyl)amino)piperidin-1-yl)propionic acid tert-butyl ester C(C)(C)(C)OC(CCN1CCC(CC1)NC1=C(C=C(C=C1)C=1C(=NOC1C)C)[N+](=O)[O-])=O